BrC1=NSC(=N1)C=1C=CC(=C(N)C1)C 5-(3-bromo-1,2,4-thiadiazol-5-yl)-2-methylaniline